NC1=CC(=C(C(=C1)F)N1CCN(CC1)CC1(CCN(CC1)C(=O)OC(C)(C)C)F)F tert-butyl 4-((4-(4-amino-2,6-difluorophenyl)piperazin-1-yl)methyl)-4-fluoropiperidine-1-carboxylate